2-((1-cyclopropyl-1H-pyrazol-3-yl)methyl)-6-((1-methyl-1H-pyrazol-4-yl)sulfonyl)phthalazin C1(CC1)N1N=C(C=C1)CN1CC2=CC=C(C=C2C=N1)S(=O)(=O)C=1C=NN(C1)C